ClC=C chloroethylene